Cl.N[C@@H]1CN(CCC1)C1=NC2=C(N1CC1=C(C=C(C#N)C=C1)Cl)C=CC=C2 (S)-4-((2-(3-aminopiperidin-1-yl)-1H-benzo[d]imidazol-1-yl)methyl)-3-chlorobenzonitrile hydrochloride